ClC=1C(=NC(=NC1)NC1=C(C=C(C(=O)NC2=CC=C(C=C2)C)C=C1)OC)C=1C=NN(C1)C(C)C 4-((5-chloro-4-(1-isopropyl-1H-pyrazol-4-yl)pyrimidin-2-yl)amino)-3-methoxy-N-(p-tolyl)benzamide